NC1=NC(=C(C2=C1C(N1[C@@H](CO2)CN(CC1)C(=O)OC(C)(C)C)=O)Cl)C1=C(C=CC=C1O)F (6aR)-1-amino-8-tert-butoxycarbonyl-4-chloro-3-(2-fluoro-6-hydroxyphenyl)-6,6a,7,8,9,10-hexahydro-12H-pyrazino[2,1-c]pyrido[3,4-f][1,4]oxazepin-12-one